CC1(OC=2C(=NC(=CC2)C=2C(=CC(=NC2)NC(C)=O)NC2=NC(=CC(=C2)OCC(C)(N2CCOCC2)C)S(=O)(=O)C)OC1)C N-(5-(2,2-dimethyl-2,3-dihydro-[1,4]dioxino[2,3-b]pyridin-6-yl)-4-((4-(2-methyl-2-morpholinopropoxy)-6-(methylsulfonyl)pyridin-2-yl)amino)pyridin-2-yl)acetamide